CC1=CC=C(C=C1)S(=O)(=O)OC1=CC(=C(C(=C1C(=O)N1CC2=CC=C(C=C2C1)CN1CCN(CC1)C)OCC1CC1)C)OS(=O)(=O)C1=CC=C(C=C1)C 5-(cyclopropylmethoxy)-4-methyl-6-(5-((4-methylpiperazin-1-yl)methyl)isoindoline-2-carbonyl)-1,3-phenylene bis(4-methylbenzenesulfonate)